N-(2-(benzyl-(propyl)amino)-6-(2-(5-oxo-2,5-dihydro-1,2,4-oxadiazol-3-yl)phenyl)pyridin-4-yl)-2-(p-tolyl)acetamide C(C1=CC=CC=C1)N(C1=NC(=CC(=C1)NC(CC1=CC=C(C=C1)C)=O)C1=C(C=CC=C1)C=1NOC(N1)=O)CCC